Cl.FC=1C=C(C=CC1)[C@H](CNC(C[C@H]1CC(NC1)=O)(C)C)O (S)-4-(2-(((R)-2-(3-Fluorophenyl)-2-hydroxyethyl)amino)-2-methylpropyl)-pyrrolidin-2-one hydrochloride